(R)-3-fluoro-N'-(8-fluoro-1,2,3,5,6,7-hexahydro-s-indacen-4-ylcarbamoyl)-5-(2-hydroxypropan-2-yl)thiophene-2-sulfonimidamide FC1=C(SC(=C1)C(C)(C)O)[S@@](=O)(N)=NC(NC1=C2CCCC2=C(C=2CCCC12)F)=O